tert-butyl (4-(2-(2-aminopyridin-3-yl)-3H-imidazo[4,5-b]pyridin-3-yl) benzyl)carbamate NC1=NC=CC=C1C1=NC=2C(=NC=CC2)N1C1=CC=C(CNC(OC(C)(C)C)=O)C=C1